6-[[5-fluoro-3-(2,2,2-trifluoroethoxy)-2-pyridyl]oxy]-3-methyl-N-[4-methyl-1-(2,2,2-trifluoroacetyl)-4-piperidyl]imidazo[1,2-a]pyridine-2-carboxamide FC=1C=C(C(=NC1)OC=1C=CC=2N(C1)C(=C(N2)C(=O)NC2(CCN(CC2)C(C(F)(F)F)=O)C)C)OCC(F)(F)F